(S)-(4-amino-7,8-difluorochroman-4-yl)methanol N[C@]1(CCOC2=C(C(=CC=C12)F)F)CO